COC1=C(C(=CC=C1)OC)N1C(=NC=2C1=NC(=CN2)NS(=O)(=O)C2=CC=CC=C2)C2=NC(=CC=C2)OCC N-(1-(2,6-dimethoxyphenyl)-2-(6-ethoxypyridin-2-yl)-1H-imidazo[4,5-b]pyrazin-6-yl)benzenesulfonamide